1-[2-(2,4-dimethylphenylsulfanyl)-phenyl]piperazine hydrobromide salt ethyl-acetate C(C)OC(C)=O.Br.CC1=C(C=CC(=C1)C)SC1=C(C=CC=C1)N1CCNCC1